(4-amino-1-oxoisoindolin-2-yl)-1-propylpiperidine-2,6-dione NC1=C2CN(C(C2=CC=C1)=O)C1C(N(C(CC1)=O)CCC)=O